C([C@@H](C(=O)O)N)SS(=O)(=O)O The molecule is an S-substituted L-cysteine where the S-substituent is specified as a sulfo group. It has a role as a plant metabolite and a human metabolite. It is an organic thiosulfate and a S-substituted L-cysteine. It is a conjugate acid of a S-sulfo-L-cysteinate(1-).